4-[9-[1-[[6-chloro-2-(1-methylpyrazol-4-yl)-3-pyridinyl]amino]ethyl]-4,7-dimethyl-5-oxo-pyrazolo[3,4-c]isoquinolin-3-yl]piperidine-1-carboxylic acid methyl ester COC(=O)N1CCC(CC1)N1N=CC2=C1N(C(C=1C=C(C=C(C21)C(C)NC=2C(=NC(=CC2)Cl)C=2C=NN(C2)C)C)=O)C